NC=1C=CC(=NC1)N1N=C(C(=C1)C1=CN=C(N1C)C(=O)NC1=CC(=C(C=C1)C(NC12CC(C1)(C2)NC([C@H]2NC[C@@H](C2)O)=O)=O)Cl)C(F)(F)F 5-[1-(5-amino-2-pyridyl)-3-(trifluoromethyl)pyrazol-4-yl]-N-[3-chloro-4-[[3-[[(2S,4R)-4-hydroxyprolyl]amino]-1-bicyclo[1.1.1]pentanyl]carbamoyl]phenyl]-1-methyl-imidazole-2-carboxamide